5-bromo-6-chloro-2,3-dihydrobenzo[b][1,4]dioxine BrC1=C(C=CC=2OCCOC21)Cl